C(OCN1C=C(C2=CC(=CC=C12)OC)CCN(C)C)(OCC)=O (3-(2-(Dimethylamino)ethyl)-5-methoxy-1H-indol-1-yl)-methyl ethyl carbonate